C(C)(C)(C)OC(=O)N1CC(C1)N1CCC(CC1)NC=1C2=C(N=CN1)NC=C2C(C2=C(C=C(C=C2)OC2=CC=CC=C2)Cl)=O 3-[4-[[5-(2-chloro-4-phenoxy-benzoyl)-7H-pyrrolo[2,3-d]pyrimidin-4-yl]amino]-1-piperidinyl]azetidine-1-carboxylic acid tert-butyl ester